4-(1-(1-acryloylpyrrolidin-3-yl)-5-aminoimidazo[1,5-c]pyrimidin-3-yl)-2-cyano-N-(4-cyanopyridin-2-yl)benzamide C(C=C)(=O)N1CC(CC1)C=1N=C(N2C(=NC=CC21)N)C2=CC(=C(C(=O)NC1=NC=CC(=C1)C#N)C=C2)C#N